(1R,2S,5S)-N-[cyano(1H-pyrazol-4-yl)methyl]-3-[(2S)-3,3-dimethyl-2-[(2,2,2-trifluoroacetyl)amino]butanoyl]-6,6-dimethyl-3-azabicyclo[3.1.0]hexane-2-carboxamide C(#N)C(NC(=O)[C@@H]1[C@H]2C([C@H]2CN1C([C@H](C(C)(C)C)NC(C(F)(F)F)=O)=O)(C)C)C=1C=NNC1